2-methyl-5-nitroisoIndoline-1-one CN1C(C2=CC=C(C=C2C1)[N+](=O)[O-])=O